B(F)(F)F.ClC1=CC=NC2=CC=C(C=C12)C1(CC1)[K] (1-(4-chloroquinolin-6-yl)cyclopropyl)-potassium trifluoroborate